phenol, N-nitroso-N-(1-naphthyl)ammonium salt N(=O)[NH2+]C1=CC=CC2=CC=CC=C12.C1(=CC=CC=C1)O